C1(=C(C=CC=C1)C1=C(C(=NN=N1)C1=CC=CC=2OC3=C(C21)C=CC=C3)C3=C(C=CC=C3C3=CC=CC=2C1=CC=CC=C1NC32)C3=CC=CC=C3)C=3C(=CC=CC3)C3=CC=CC=C3 (terphenylyl)(carbazolylbiphenylyl)(dibenzofuranyl)triazine